methyl (S)-2-benzyl-3-(2-(dimethylamino)ethyl)-7-methyl-3,7,8,9-tetrahydro-6H-imidazo[4,5-f]quinoline-6-carboxylate C(C1=CC=CC=C1)C=1N(C=2C(=C3CC[C@@H](N(C3=CC2)C(=O)OC)C)N1)CCN(C)C